C(=O)(OC(C)(C)C)N1CC(OCC1)=O N-Bocmorpholin-2-one